P(O)(=O)(OP(=O)(O)OP(=O)(O)O)OC[C@@H]1[C@H]([C@H]([C@@](O1)(N1C(=O)N=C(N)C=C1)C)O)O methylcytidine-5'-triphosphate